3-iodotetrahydro-2H-pyran IC1COCCC1